(R)-2,2-diethoxy-1-(thiophen-2-yl)ethan-1-amine C(C)OC([C@@H](N)C=1SC=CC1)OCC